CN1N=C(C2=CC=CC(=C12)NC1CC2CNCC2CC1)C1C(NC(CC1)=O)=O 3-(1-methyl-7-((octahydro-1H-isoindol-5-yl)amino)-1H-indazol-3-yl)piperidine-2,6-dione